CNCCCCCC N-Methyl-n-hexylamin